6-(dimethylamino)-6-oxohexane CN(C(CCCCC)=O)C